methyl (E)-3-(3-(N-((4-(benzo[d]thiazol-2-yl)bicyclo[2.2.2]octan-1-yl)methyl) cyclohexanecarboxamido)phenyl)acrylate S1C(=NC2=C1C=CC=C2)C21CCC(CC2)(CC1)CN(C(=O)C1CCCCC1)C=1C=C(C=CC1)/C=C/C(=O)OC